tert-butyl[2,2,2-trifluoro-1-trifluoromethyl-1-(4-vinyl-phenyl)ethoxy]-acetate C(C)(C)(C)OC(COC(C(F)(F)F)(C1=CC=C(C=C1)C=C)C(F)(F)F)=O